e-methyl-naphthalene CC1=CC=CC2=CC=CC=C12